N-[(1S)-1-[[(1S)-2-amino-2-oxo-1-[[(3S)-2-oxo-3-piperidyl]methyl]ethyl]carbamoyl]-3,3-dimethyl-butyl]-4-chloro-5-methoxy-1H-indole-2-carboxamide NC([C@H](C[C@H]1C(NCCC1)=O)NC(=O)[C@H](CC(C)(C)C)NC(=O)C=1NC2=CC=C(C(=C2C1)Cl)OC)=O